C(C1=CC=CC=C1)OC(=O)C1=C(N(C(=C1C)C1=C(C=CC=C1)C(F)(F)F)CCOCC1=CC=CC=C1)Cl (S)-1-(2-(benzyloxy)ethyl)-2-chloro-4-methyl-5-(2-(trifluoromethyl)phenyl)-1H-pyrrole-3-carboxylic acid benzyl ester